1-(pyrimidin-2-yl)-N-((5-(trifluoromethyl)pyridin-2-yl)methyl)propan-1-amine N1=C(N=CC=C1)C(CC)NCC1=NC=C(C=C1)C(F)(F)F